ClC=1C=C(NCC(=O)O)C=CC1 2-(3-chloroanilino)acetic acid